6-Chloro-4-(4-{[2-hydroxy-4-(trifluoromethoxy)phenyl]methyl}piperazin-1-yl)-1-methyl-2-oxo-1,2-dihydro-1,5-naphthyridin-3-carbonitril ClC=1N=C2C(=C(C(N(C2=CC1)C)=O)C#N)N1CCN(CC1)CC1=C(C=C(C=C1)OC(F)(F)F)O